N[C@H](CC)C1=C2C=C(N=CC2=C(C=C1)OC)NC1=CC=C2C(=N1)C1(C(OC2=O)(C)C)CC1 (R)-2'-((5-(1-aminopropyl)-8-methoxyisoquinolin-3-yl)amino)-7',7'-dimethyl-5'H,7'H-spiro[cyclopropane-1,8'-pyrano[4,3-b]pyridine]-5'-one